C(#N)[C@@H](C[C@@H]1C(NCC1)=O)NC(=O)[C@H]1N([C@@H]2CC([C@H]1CC2)(F)F)C(=O)C=2C=CC=C1C=C(NC21)C (1S,3S,4S)-N-((R)-1-cyano-2-((R)-2-oxopyrrolidin-3-yl)ethyl)-5,5-difluoro-2-(2-methyl-1H-indole-7-carbonyl)-2-azabicyclo[2.2.2]octane-3-carboxamide